(R)-2-chloro-N,N-dimethyl-4-(1-(1-(3,3,3-trifluoro-2-hydroxy-2-phenylpropanoyl)piperidin-4-yl)azetidin-3-yloxy)benzamide ClC1=C(C(=O)N(C)C)C=CC(=C1)OC1CN(C1)C1CCN(CC1)C([C@@](C(F)(F)F)(C1=CC=CC=C1)O)=O